(S)-(4-(difluoromethyl)-2-(1-methyl-1H-pyrazol-3-yl)oxazol-5-yl)(4-(5-fluorobenzo[d]oxazol-2-yl)-6,7-dihydro-1H-imidazo[4,5-c]pyridin-5(4H)-yl)methanone FC(C=1N=C(OC1C(=O)N1[C@@H](C2=C(CC1)NC=N2)C=2OC1=C(N2)C=C(C=C1)F)C1=NN(C=C1)C)F